(2-aminophenyl)-(2,6-difluorophenyl)methanone NC1=C(C=CC=C1)C(=O)C1=C(C=CC=C1F)F